(2E)-1-[2-(4-chlorophenyl)-3-(pyridin-4-yl)-6,7-dihydropyrazolo[1,5-a]pyrazin-5(4H)-yl]-4-(3-fluoroazetidin-1-yl)but-2-en-1-one ClC1=CC=C(C=C1)C1=NN2C(CN(CC2)C(\C=C\CN2CC(C2)F)=O)=C1C1=CC=NC=C1